5-(trifluoromethyl)pyridine-2-carbohydrazide FC(C=1C=CC(=NC1)C(=O)NN)(F)F